O=C1N(CC2=CC(=CC=C12)OC1CCNCC1)C1C(NC(CC1)=O)=O 3-(1-oxo-5-(piperidin-4-yloxy)isoindolin-2-yl)piperidine-2,6-dione